S(=O)(=O)(OCCCCCCCCCCCC)OCCCCCCCCCCCC.[Na] sodium bis(dodecyl) sulfate